2-[[N-hydroxy(2-phenylethyl)carbamoyl]methyl]pentanedioic acid ON(C(=O)CC(C(=O)O)CCC(=O)O)CCC1=CC=CC=C1